4-methoxy-3-[[4-[3-(2-oxo-1-piperidyl)propylamino]-5-(trifluoromethyl)pyrimidin-2-yl]amino]benzaldehyde COC1=C(C=C(C=O)C=C1)NC1=NC=C(C(=N1)NCCCN1C(CCCC1)=O)C(F)(F)F